COC=1C=C(N=NC1OC)C1=CC=C(C=C1)CNC1CCN(CC1)C=1C=C(C=2N(C1)C=NC2)C2=C(C(=O)N(C(C)C)CC)C=C(C=C2)F 2-{6-[4-({[4-(5,6-dimethoxypyridazin-3-yl)phenyl]methyl}amino)piperidin-1-yl]imidazo[1,5-a]pyridin-8-yl}-N-ethyl-5-fluoro-N-isopropylbenzamide